(R/S)-1-(3,3-difluoro-1-isopropylpiperidin-4-yl)-8-(6-methoxypyridin-3-yl)-3-methyl-1,3-dihydro-2H-imidazo[4,5-c]quinolin-2-one FC1(CN(CC[C@H]1N1C(N(C=2C=NC=3C=CC(=CC3C21)C=2C=NC(=CC2)OC)C)=O)C(C)C)F |r|